[Br-].CN(C=1C=C2N(C=3C=CC=C(C3C(C2=CC1)C1=C(C=C(C=C1C)C)C)OC)C)C 6-(dimethylamino)-9-mesityl-1-methoxy-10-methylacridine bromide